C(COCCN(CC(=O)O)CC(=O)O)OCCN(CC(=O)O)CC(=O)O [ethylenebis(oxyethylenenitrilo)]tetraacetic acid